tert-butyl (2S,4R)-4-(2,3-dichloro-6-methoxyphenyl)-2-(4-ethoxy-2,4-dioxobutyl)pyrrolidine-1-carboxylate ClC1=C(C(=CC=C1Cl)OC)[C@H]1C[C@H](N(C1)C(=O)OC(C)(C)C)CC(CC(=O)OCC)=O